OC(C)C1N=CN(CN1O)O 1,3,5-trihydroxyethyl-sym-triazine